N1N=C(C=C1C(=O)OC)C(=O)OC Dimethyl 1H-pyrazole-3,5-dicarboxylate